ClC1=CC(=C(C2=C1O[C@](O2)(C)[C@@H]2CC[C@H](CC2)N2CC(C2)OC)C)C(=O)NCC=2C(NC(=CC2SC)C)=O (2R)-7-chloro-2-(trans-4-(3-methoxyazetidin-1-yl)cyclohexyl)-2,4-dimethyl-N-((6-methyl-4-(methylthio)-2-oxo-1,2-dihydropyridin-3-yl)methyl)benzo[d][1,3]dioxole-5-carboxamide